1-(2,2-difluoroethyl)-5-ethyl-6-(2-(5-(trifluoromethyl)-1,3,4-thiadiazol-2-yl)-2,6-diazaspiro[3.4]octan-6-yl)-1,5-dihydro-4H-pyrazolo[3,4-d]pyrimidin-4-one FC(CN1N=CC2=C1N=C(N(C2=O)CC)N2CC1(CN(C1)C=1SC(=NN1)C(F)(F)F)CC2)F